3-[(4-[2-[(tert-butyldimethylsilyl)oxy]ethyl]-2-(2-hydroxypropan-2-yl)-1,3-thiazol-5-yl)sulfonyl]-1-[4-cyano-3-fluoro-2,6-bis(propan-2-yl)phenyl]urea [Si](C)(C)(C(C)(C)C)OCCC=1N=C(SC1S(=O)(=O)NC(NC1=C(C(=C(C=C1C(C)C)C#N)F)C(C)C)=O)C(C)(C)O